6'-Methyl-1'-(1-methyl-1H-indazol-5-yl)-2'-(1-methyl-1H-pyrazol-4-yl)-3'-(phenylsulfonyl)-3',6'-dihydro-7'H-spiro[cyclopentane-1,8'-dipyrrolo[2,3-b:3',2'-c]pyridin] CN1C=CC23C1NC1(C=C2N(C(C3S(=O)(=O)C3=CC=CC=C3)C=3C=NN(C3)C)C=3C=C2C=NN(C2=CC3)C)CCCC1